3-bromo-2',4'-difluoro-5,5'-dimethyl-[1,1'-biphenyl]-2-ol BrC1=C(C(=CC(=C1)C)C1=C(C=C(C(=C1)C)F)F)O